COCOC=1C(=CC2=CN(N=C2C1C)C)C1=NC=C(C(=N1)C)C(=O)NC1CC(N(CC1)C(=O)OC(C)(C)C)C tert-butyl 4-[[2-[6-(methoxymethoxy)-2,7-dimethyl-indazol-5-yl]-4-methyl-pyrimidine-5-carbonyl]amino]-2-methyl-piperidine-1-carboxylate